BrC1=CSC2=C1N=C(N=C2NCC=2OC=CC2)Cl 7-bromo-2-chloro-N-(2-furylmethyl)thieno[3,2-d]Pyrimidin-4-amine